(1H-indol-2-yl)(4-(5-methoxypyrimidin-4-yl)piperazin-1-yl)methanone N1C(=CC2=CC=CC=C12)C(=O)N1CCN(CC1)C1=NC=NC=C1OC